3-(trimethylsilyl)propionic acid sodium salt [Na+].C[Si](CCC(=O)[O-])(C)C